2-((4-((S)-2-(4-cyano-2-fluorophenyl)-4-fluoro-2H-chromen-8-yl)piperidin-1-yl)methyl)-1-(((S)-oxetan-2-yl)methyl)-1H-benzo[d]imidazole-6-carboxylic acid C(#N)C1=CC(=C(C=C1)[C@H]1OC2=C(C=CC=C2C(=C1)F)C1CCN(CC1)CC1=NC2=C(N1C[C@H]1OCC1)C=C(C=C2)C(=O)O)F